NC1=C(C2=CC=C(C=C2C=C1)C1=CC=CC=C1)C=1C(=CC=C2C=CC=CC12)O 2'-amino-6'-phenyl-[1,1'-binaphthyl]-2-ol